3-(5-isopropyl-2-methylene-cyclohexyl)propanal ethyl-(S)-2-(quinuclidin-3-yl)acetate C(C)OC(C[C@@H]1CN2CCC1CC2)=O.C(C)(C)C2CCC(C(C2)CCC=O)=C